C(C)(C)C=1C=2N(N=C(C1)C=1C(NC(NC1)=O)=O)C=NN2 5-(8-isopropyl-[1,2,4]triazolo[4,3-b]pyridazin-6-yl)pyrimidine-2,4(1H,3H)-dione